(Z)-N-(5-((6-(3-(5-(tert-butyl)isoxazol-3-yl)ureido)-2-oxindol-3-ylidene)methyl)-2,4-dimethyl-1H-pyrrol-3-yl)-3-(propylamino)propanamide C(C)(C)(C)C1=CC(=NO1)NC(NC1=CC=C2/C(/C(NC2=C1)=O)=C/C1=C(C(=C(N1)C)NC(CCNCCC)=O)C)=O